hexandion CC(C(CCC)=O)=O